O1-tert-butyl O2-methyl (2S,3R)-3-hydroxypiperidine-1,2-dicarboxylate O[C@H]1[C@H](N(CCC1)C(=O)OC(C)(C)C)C(=O)OC